(6R,8aS)-6-[8-Amino-5-chloro-1-(4-{(1R)-1-[3-(1,1-difluoroethyl)phenyl]-1-hydroxyethyl}-phenyl)imidazo[1,5-a]pyrazin-3-yl]hexahydroindolizin-3(2H)-on NC=1C=2N(C(=CN1)Cl)C(=NC2C2=CC=C(C=C2)[C@@](C)(O)C2=CC(=CC=C2)C(C)(F)F)[C@H]2CN1C(CC[C@@H]1CC2)=O